(3R)-3-{(bis[(2S,3R,4R,5R)-2,3,4,5,6-pentahydroxyhexyl]amino)pyrrolidine-1-carbonyl}-1,3-diethyl-1H-1,3-benzodiazol-3-ium O[C@@H](CN(C[C@@H]([C@H]([C@@H]([C@@H](CO)O)O)O)O)C1N(CCC1)C(=O)[N@+]1(CN(C2=C1C=CC=C2)CC)CC)[C@H]([C@@H]([C@@H](CO)O)O)O